ClC=1C(=C(C=CC1F)C(\C=C\C1=CC=C(C=C1)OC)=O)O (E)-1-(3-chloro-4-fluoro-2-hydroxy-phenyl)-3-(4-methoxyphenyl)prop-2-en-1-one